OC1=C(C=C(C=C1)C=1CCN(CC1)C(=O)O)[N+](=O)[O-] 4-(4-hydroxy-3-nitrophenyl)-3,6-dihydropyridine-1(2H)-carboxylic acid